7-chloro-1-(2-chlorophenyl)pyrido[2,3-d]pyrimidine-2,4(1H,3H)-dione ClC=1C=CC2=C(N(C(NC2=O)=O)C2=C(C=CC=C2)Cl)N1